4-benzylthio-6-amino-1-((2-(trimethylsilyl)ethoxy)methyl)-benzimidazole-2-carbonitrile C(C1=CC=CC=C1)SC1=CC(=CC=2N(C(=NC21)C#N)COCC[Si](C)(C)C)N